3-(5-hydroxy-6-oxo-1,6-dihydropyrimidin-4-yl)-N-methyl-2-(4-((4-(morpholinomethyl)phenyl)ethynyl)phenyl)propanamide OC1=C(N=CNC1=O)CC(C(=O)NC)C1=CC=C(C=C1)C#CC1=CC=C(C=C1)CN1CCOCC1